(4S)-4-methyl-2-propyl-2,3,4,6,7,8-hexahydro-5H-chromen-5-one C[C@H]1CC(OC=2CCCC(C12)=O)CCC